BrC1=C(C=C2C=C(N(C2=C1)S(=O)(=O)C1=CC=CC=C1)C=O)F 6-bromo-5-fluoro-1-(phenylsulfonyl)-1H-indole-2-carbaldehyde